C1=CC=CC=2C3=CC=CC=C3C(C12)COC(=O)N(C(C(=O)O)CC1=CC(=C(C=C1)C(NC)=O)OC)C 2-((((9H-Fluoren-9-yl)methoxy)carbonyl)(methyl)amino)-3-(3-methoxy-4-(methylcarbamoyl)phenyl)propanoic acid